N3-Methylthymidine CN1C(N([C@H]2C[C@H](O)[C@@H](CO)O2)C=C(C1=O)C)=O